4-[5-[(1S)-2-amino-1-fluoroethyl]pyrimidin-2-yl]-3-[5-(dimethylamino)-2-methylpyrazol-3-yl]oxybenzonitrile NC[C@@H](F)C=1C=NC(=NC1)C1=C(C=C(C#N)C=C1)OC=1N(N=C(C1)N(C)C)C